CCC1=CC[C@H]2[C@@H]3CCC4CCCC[C@]4(C)[C@H]3CC[C@]12C pregnane-16-ene